(S)-1-(2-cyanopyridin-4-yl)-3-(1-(5-fluoro-3-methylbenzofuran-2-yl)-2-methylpropyl)urea C(#N)C1=NC=CC(=C1)NC(=O)N[C@@H](C(C)C)C=1OC2=C(C1C)C=C(C=C2)F